Cl.COC([C@@H](N)CCS)=O l-homocysteine methyl ester hydrochloride